1-(2-((2S,4R)-4-fluoro-2-(pyridin-4-ylmethyl-carbamoyl)pyrrolidin-1-yl)-2-oxoethyl)-5-(pyridazin-4-yl)-1H-indazole-3-carboxamide F[C@@H]1C[C@H](N(C1)C(CN1N=C(C2=CC(=CC=C12)C1=CN=NC=C1)C(=O)N)=O)C(NCC1=CC=NC=C1)=O